thiepinium [SH+]1C=CC=CC=C1